NC1=NC=NC=2N(C3=C(C=C(C=C3C21)C2=CC=NC=C2)C)CC(=O)N2[C@@H]1C[C@@H]1C[C@H]2C(=O)NC2=NC(=CC=C2)Br (1R,3S,5R)-2-(2-(4-amino-8-methyl-6-(pyridin-4-yl)-9H-pyrimido[4,5-b]indol-9-yl)acetyl)-N-(6-bromopyridin-2-yl)-2-azabicyclo[3.1.0]hexane-3-carboxamide